(R,S)-5-amino-3-(2-(4-(2,4-difluoro-5-(2-(methyl-sulfinyl)ethoxy)phenyl)piperazin-1-yl)ethyl)-8-(furan-2-yl)thiazolo[5,4-e][1,2,4]triazolo[1,5-c]pyrimidin-2(3H)-one NC1=NC2=C(C=3N1N=C(N3)C=3OC=CC3)SC(N2CCN2CCN(CC2)C2=C(C=C(C(=C2)OCC[S@](=O)C)F)F)=O